C1(CC1)N1CCC(CC1)F 1-cyclopropyl-4-fluoropiperidine